3-[4-[5-Cyano-6-[(2S)-2-methylazetidin-1-yl]-4-(trifluoromethyl)-2-pyridinyl]pyrazol-1-yl]azetidine-1-carboxylic acid tert-butyl ester C(C)(C)(C)OC(=O)N1CC(C1)N1N=CC(=C1)C1=NC(=C(C(=C1)C(F)(F)F)C#N)N1[C@H](CC1)C